P(=O)(=O)OC(C(=O)[O-])C.[Ca+2].OC1=C(C=CC(=C1)C(F)(F)F)C1=C2C(=C(N=N1)N1CCC3(CCN(C3)C(C)=O)CC1)N=CC=C2.P(=O)(=O)OC(C(=O)[O-])C 1-(8-(5-(2-hydroxy-4-(trifluoromethyl)phenyl)pyrido[2,3-d]pyridazin-8-yl)-2,8-diazaspiro[4.5]decan-2-yl)ethan-1-one Calcium phospholactate